Hydroxy{2-oxo-2-[5-(trifluoromethyl)pyridin-2-yl]ethyl}malonic acid diethyl ester C(C)OC(C(C(=O)OCC)(CC(C1=NC=C(C=C1)C(F)(F)F)=O)O)=O